C(#N)N1C[C@H](CC1)C(=O)NC=1SC2=C(N1)C=CC=C2C=2C(=NNC2)C(F)(F)F (S)-1-cyano-N-(7-(3-(trifluoromethyl)-1H-pyrazol-4-yl)benzo[d]thiazol-2-yl)pyrrolidine-3-carboxamide